2-allyl-1-(6-(2-methoxyprop-2-yl)pyridin-2-yl)-6-methylsulfinyl-1H-pyrazolo[3,4-d]pyrimidin-3(2H)-one C(C=C)N1N(C2=NC(=NC=C2C1=O)S(=O)C)C1=NC(=CC=C1)C(C)(C)OC